C(C)(=O)N1CCC2(CC1)C(N(C1=CC(=CC=C12)C1=CC2=C(C(=N1)OC=1C=CC(=C(C(=O)O)C1)C)N(C=N2)C(C)C)C2CC(C2)N2CC(CC2)(C)C)=O 5-((6-(1'-acetyl-1-((1s,3s)-3-(3,3-dimethylpyrrolidin-1-yl)cyclobutyl)-2-oxospiro[indolin-3,4'-piperidin]-6-yl)-3-isopropyl-3H-imidazo[4,5-c]pyridin-4-yl)oxy)-2-methylbenzoic acid